FC(O[C@H]1[C@H]([C@H]2CC[C@@H](C1)N2)NC(OCC2=CC=CC=C2)=O)F |r| rac-benzyl ((1R,2S,3R,5S)-3-(difluoromethoxy)-8-azabicyclo[3.2.1]octan-2-yl)carbamate